NC=1C=2N(C3=CC(=C(C=C3N1)C)C(=O)N(CC1=NC=C(C=C1)C(F)(F)F)C=1C(=NN(C1)C)C)C(=NC2)C 4-amino-N-(1,3-dimethyl-1H-pyrazol-4-yl)-1,7-dimethyl-N-((5-(Trifluoromethyl)pyridin-2-yl)methyl)imidazo[1,5-a]quinoxaline-8-carboxamide